C(C)(C)(C)OC(=O)N1C(CC2=CC=CC(=C12)Br)=O 7-bromo-2-oxoindoline-1-carboxylic acid tert-butyl ester